C1=CC=C(C=2SC3=C(C21)C=CC=C3)C=3C=C(C=CC3)C3=NC2=C1C(=C4C(=C2N=C3)C=CC=C4)C=CC=C1 2-[3-(dibenzothiophen-4-yl)phenyl]Dibenzo[f,h]Quinoxaline